(S)-4-((2-ethoxyethyl)(4-(5,6,7,8-tetrahydro-1,8-naphthyridin-2-yl)butyl)amino)-2-(2-methyl-5-(trifluoromethyl)oxazole-4-carboxamido)butanoic acid C(C)OCCN(CC[C@@H](C(=O)O)NC(=O)C=1N=C(OC1C(F)(F)F)C)CCCCC1=NC=2NCCCC2C=C1